FC(C1=NN=C([Se]1)N1N=CC2=C(C=C(C=C12)S(=O)(=O)NC1(CC1)C)N1CCN(CC1)C(C(C)C)=O)F 1-(5-(difluoromethyl)-1,3,4-selenadiazole-2-yl)-4-(4-isobutyrylpiperazin-1-yl)-N-(1-methylcyclopropyl)-1H-indazole-6-sulfonamide